7-bromo-3,3-diethyl-8-hydroxy-5-phenyl-2,3,4,5-tetrahydro-1,5-benzothiazepine 1,1-dioxide BrC=1C(=CC2=C(N(CC(CS2(=O)=O)(CC)CC)C2=CC=CC=C2)C1)O